C(C)(C)(C)N1C[C@@H]([C@H](C1)C1=CC=C(C=C1)C(F)(F)F)C(=O)NC1=C2C=CN=C(C2=CC=C1)C tert-Butyl-(3R,4S)-N-(1-methylisoquinolin-5-yl)-4-[4-(trifluoromethyl)phenyl]pyrrolidine-3-carboxamide